CN1N=C(C=C1)C1=NC(=CC=C1CNC(C=C)=O)C1=CC=CC=C1 N-((2-(1-methyl-1H-pyrazol-3-yl)-6-phenylpyridin-3-yl)methyl)acrylamide